CN1N=C(C(=C1)F)C(=O)O 1-methyl-4-fluoropyrazole-3-carboxylic acid